5-(trifluoromethyl)-7H-pyrrolo[2,3-d]pyrimidine-2,4-diamine FC(C1=CNC=2N=C(N=C(C21)N)N)(F)F